BrCCCCCC 6-bromo-n-hexane